4-(2-((2-(2,6-dioxopiperidin-3-yl)-1,3-dioxoisoindolin-4-yl)thio)ethyl)piperazin O=C1NC(CCC1N1C(C2=CC=CC(=C2C1=O)SCCN1CCNCC1)=O)=O